N,N'-dimethyl-N,N'-dibutyltetradecylmalonamide CN(C(C(C(=O)N(CCCC)C)CCCCCCCCCCCCCC)=O)CCCC